N-(5,6-Difluoro-1,3-benzoxazol-2-yl)-3,3,5-trimethylcyclohexan-1-carboxamid FC=1C(=CC2=C(N=C(O2)NC(=O)C2CC(CC(C2)C)(C)C)C1)F